C(CCC)C1=CC=C(C=C1)N1C2=C(C=C1)N(C=C2)C2=CC=C(C=C2)CCCC 1,4-bis(4-n-butylphenyl)-1,4-dihydropyrrolo[3,2-b]pyrrole